CSCN1N=CC(=C1OCCCO)C=1C=C2C(=NN(C2=CC1)C1OCCCC1)C#C[Si](C(C)C)(C(C)C)C(C)C 3-[2-(methylthiomethyl)-4-[1-tetrahydropyran-2-yl-3-(2-triisopropylsilylethynyl)indazol-5-yl]pyrazol-3-yl]oxypropan-1-ol